tricyclo[5.2.1.02,6]decane iodide [I-].C12C3CCCC3C(CC1)C2